[Al+3].[O-]CC.[O-]CC.[O-]CC triethoxide aluminium